FC(C=1C(=C(C=CC1)[C@@H](C)NC=1C2=C(N=CN1)N(C(C(=C2)[C@H]2CN(CCC2)C)=O)C)F)F 4-(((R)-1-(3-(difluoromethyl)-2-fluorophenyl)ethyl)amino)-8-methyl-6-((S)-1-methylpiperidin-3-yl)pyrido[2,3-d]pyrimidin-7(8H)-one